3-((3-bromo-2-chlorophenoxy)methyl)-1-methylpiperidine BrC=1C(=C(OCC2CN(CCC2)C)C=CC1)Cl